Rac-(4-amino-7-fluoroimidazo[1,5-a]quinoxalin-8-yl)((2S,6R)-9-(trifluoromethoxy)-3,4-dihydro-2H-2,6-methanobenzo[b][1,5]oxazocin-5(6H)-yl)methanone NC=1C=2N(C3=CC(=C(C=C3N1)F)C(=O)N1[C@H]3C4=C(O[C@@H](CC1)C3)C=C(C=C4)OC(F)(F)F)C=NC2 |r|